C(C)N(CCN(CCOC(=O)OC(CCCCCCC(C(=O)[O-])C(CCCCCC)CCCCCC)CCCCCCC(C(=O)[O-])C(CCCCCC)CCCCCC)CC)CC 7-(((2-((2-(Diethylamino)ethyl)(ethyl)amino)ethoxy)carbonyl)oxy)tridecane-1,13-diylbis(3-hexylnonanoate)